diisopropyl ((((3S,4R,5R)-5-(6-benzamido-9H-purin-9-yl)-4-hydroxytetrahydrofuran-3-yl)oxy)methyl)phosphonate C(C1=CC=CC=C1)(=O)NC1=C2N=CN(C2=NC=N1)[C@H]1[C@@H]([C@H](CO1)OCP(OC(C)C)(OC(C)C)=O)O